17α-hydroxy-6α-methyl-pregna-4-ene-3,20-dione O[C@]1(C(C)=O)CC[C@H]2[C@@H]3C[C@@H](C4=CC(CC[C@]4(C)[C@H]3CC[C@]12C)=O)C